C(#N)C1=C(C(=O)N)C=CC(=N1)OC1=CC=C(C=C1)C1CCCCC1 cyano-6-(4-cyclohexylphenoxy)nicotinamide